1-(2-isopropylphenyl)-1-(oxetan-3-yl)urea C(C)(C)C1=C(C=CC=C1)N(C(=O)N)C1COC1